FC1(OC(OC(C1(F)F)(F)F)=C(F)F)C(F)(F)F perfluoro-2-methylene-4-methyl-1,3-dioxane